1H-[1,2,3]triazolo[4,5-d]pyrimidine N1N=NC=2N=CN=CC21